C(C)OC(=O)C=1C(=C(N2C=C(C(=C2C1)C(C)C)C=1C=C2C=CNC2=C(C1)C#N)C(=C)N1CCOCC1)C isopropyl-2-(7-cyanoindol-5-yl)-6-methyl-5-(1-morpholinovinyl)indolizine-7-carboxylic acid ethyl ester